COC1=C(CN2C(C3=CN=CC=C3C3=C2N2C(=N3)C=NC=C2)=O)C=CC(=C1)OC 6-(2,4-dimethoxybenzyl)pyrazino[2',1':2,3]imidazo[4,5-c][2,7]naphthyridin-5(6H)-one